5-methyl-1H-pyrazol-3-ol CC1=CC(=NN1)O